C(C)(C)(C)OC(=O)N1CC2(CNC[C@H]3COCCN32)C1 (S)-hexahydro-1'H-spiro[azetidine-3,6'-pyrazino[2,1-c][1,4]oxazine]-1-carboxylic acid tert-butyl ester